(4-bromophenyl)(2-nitrophenyl)methanone BrC1=CC=C(C=C1)C(=O)C1=C(C=CC=C1)[N+](=O)[O-]